3-(1-methyl-6-(4-methylpiperazin-1-yl)-1H-pyrazolo[3,4-d]pyrimidin-3-yl)-5-(trifluoromethyl)phenol CN1N=C(C=2C1=NC(=NC2)N2CCN(CC2)C)C=2C=C(C=C(C2)C(F)(F)F)O